ClC1=NC=C(C(=C1)C1=C(C=NC(=C1)C)C(=O)NC=1SC(=NN1)OC[C@@H]1[C@@H](OCC1)C)OC 2'-chloro-5'-methoxy-6-methyl-N-(5-(((2S,3R)-2-methyltetrahydrofuran-3-yl)methoxy)-1,3,4-thiadiazol-2-yl)-(4,4'-bipyridine)-3-carboxamide